(S)-5-chloro-N-(2-cyano-6-methoxyphenyl)-2-((3-methyl-1,2,3,4,4a,5-hexahydrobenzo[b]pyrazino[1,2-d][1,4]oxazin-8-yl)amino)pyrimidine-4-carboxamide ClC=1C(=NC(=NC1)NC=1C=CC2=C(OC[C@H]3N2CCN(C3)C)C1)C(=O)NC1=C(C=CC=C1OC)C#N